2,4,5-trimethylpyrazol CN1N=C(C(=C1)C)C